C(C)(=O)N1CC2(C1)C=C(N(CC2)C(=O)OC(C)(C)C)OS(=O)(=O)C(F)(F)F tert-Butyl 2-acetyl-6-(trifluoromethanesulfonyloxy)-2,7-diazaspiro[3.5]non-5-ene-7-carboxylate